FC(C(=O)O)(F)F.CN1C(N(C2=C1C(=CC=C2)CN2CC1(C2)CCN(CC1)CC1CCC(CC1)N)C1C(NC(CC1)=O)=O)=O 3-{3-Methyl-2-oxo-4-[(7-{[(1r,4r)-4-aminocyclohexyl]methyl}-2,7-diazaspiro[3.5]nonan-2-yl)methyl]-1,3-benzodiazol-1-yl}piperidine-2,6-dione trifluoroacetate